NC[C@@]1(OC2=C(C1)C(=C(C=C2)Cl)C2=C(C(=O)N)C=C(C(=N2)OC)F)C2=CC=CC=C2 ((2S,4S)-2-(aminomethyl)-5-chloro-2-phenyl-2,3-dihydrobenzofuran-4-yl)-5-fluoro-6-methoxynicotinamide